C(O)C(NCCS(=O)(=O)O)(CO)CO N-trimethylolmethyl-2-aminoethanesulfonic acid